COC[C@H]1NC(N(CC1)CC1=CC=C(C=C1)C(F)(F)F)=O (S)-4-(methoxymethyl)-1-(4-(trifluoromethyl)benzyl)tetrahydropyrimidin-2(1H)-one